(R)-4-(10-methyl-8-oxo-9,10,11,12-tetrahydro-8H-[1,4]diazepino[5',6':4,5]thieno[3,2-f]quinolin-3-yl)-6-vinylpyridazine-3-carboxylate C[C@H]1NC(C2=C(C=3C=4C=CC(=NC4C=CC3S2)C2=C(N=NC(=C2)C=C)C(=O)[O-])NC1)=O